NC=1N=CC2=C(N1)N(C(C(=C2)C=2C(=C(C=CC2F)NS(=O)(=O)C=2C=1C=CN(C1C=CC2)C)F)=O)C N-(3-(2-amino-8-methyl-7-oxo-7,8-dihydropyrido[2,3-d]pyrimidin-6-yl)-2,4-difluorophenyl)-1-methyl-1H-indole-4-sulfonic acid amide